FC(CN1N=NC2=C1C=C(C=C2)C=2C=CN1N=C(N=C(C12)OC)NCC(C)(C)F)F 5-(1-(2,2-difluoroethyl)-1H-benzo[d][1,2,3]triazol-6-yl)-N-(2-fluoro-2-methylpropyl)-4-methoxypyrrolo[2,1-f][1,2,4]triazin-2-amine